N-(3-(8-((5R,6R)-6-fluoro-1,4-oxazepan-5-yl)-3-(2,2,2-trifluoroethyl)imidazo[1,2-a]pyridin-2-yl)prop-2-yn-1-yl)-2-methoxy-4-(methylsulfonyl)aniline F[C@@H]1[C@H](NCCOC1)C=1C=2N(C=CC1)C(=C(N2)C#CCNC2=C(C=C(C=C2)S(=O)(=O)C)OC)CC(F)(F)F